C(C)(C)(C)OC(=O)N1CC(C(CC1)N1N=CC(=C1)[N+](=O)[O-])F 3-fluoro-4-(4-nitro-1H-pyrazol-1-yl)piperidine-1-carboxylic acid tert-butyl ester